N-((3R,4S)-4-((6-(2,6-difluoro-3,5-dimethoxyphenyl)-8-(2-oxa-6-aza-spiro[3.3]heptan-6-yl)pyrido[3,4-d]pyrimidin-2-yl)amino)tetrahydrofuran-3-yl)acrylamide FC1=C(C(=C(C=C1OC)OC)F)C1=CC2=C(N=C(N=C2)N[C@H]2[C@H](COC2)NC(C=C)=O)C(=N1)N1CC2(COC2)C1